coumarylalcohol C(\C=C\C1=CC=C(C=C1)O)O